2-{4-[2-(5-methyl-3-trifluoromethyl-pyrazol-1-yl)-acetyl]-piperazin-1-yl}-5,6-dihydro-4H-benzothiazol-7-one-O-(3-methyl-benzyl) oxime CC=1C=C(CON=C2CCCC=3N=C(SC32)N3CCN(CC3)C(CN3N=C(C=C3C)C(F)(F)F)=O)C=CC1